methyl (R)-4-nitro-3-(((tetrahydrofuran-2-yl)methyl)amino)benzoate [N+](=O)([O-])C1=C(C=C(C(=O)OC)C=C1)NC[C@@H]1OCCC1